(2E)-3-(3,4-Difluorophenyl)-1-(2-hydroxyphenyl)prop-2-en-1-one FC=1C=C(C=CC1F)/C=C/C(=O)C1=C(C=CC=C1)O